methyl 2-(3-chloro-4-fluoro-N-(6-hydroxy-1,5-naphthyridin-4-yl)anilino)acetate ClC=1C=C(N(C2=CC=NC3=CC=C(N=C23)O)CC(=O)OC)C=CC1F